N-[(2S)-1-(4-{[5-(3-methyl-1,2-oxazol-5-yl)thiophen-2-yl]sulfonyl}piperazin-1-yl)propan-2-yl]-8-(pyrimidin-5-yl)quinazolin-4-amine CC1=NOC(=C1)C1=CC=C(S1)S(=O)(=O)N1CCN(CC1)C[C@H](C)NC1=NC=NC2=C(C=CC=C12)C=1C=NC=NC1